C[C@H]1CN(CC[C@@H]1NC(=O)C1=CC(=CC=2N(C=NC21)CC(F)(F)F)C#CCNC=2C(OC)=CC(=C(C2)C(NC)=O)F)C2CCOCC2 N-[(3S,4S)-3-methyl-1-(tetrahydro-2H-pyran-4-yl)-4-piperidyl]-6-{3-[4-(N-methylcarbamoyl)-5-fluoro-2-anisidino]-1-propynyl}-1-(2,2,2-trifluoroethyl)-1H-1,3-benzimidazole-4-carboxamide